1-(4-methoxyphenyl)-2-methyl-8-(3,4,5-trifluorophenyl)-1H-imidazo[4,5-c]quinoline COC1=CC=C(C=C1)N1C(=NC=2C=NC=3C=CC(=CC3C21)C2=CC(=C(C(=C2)F)F)F)C